C1=C(C=CC2=CC=CC=C12)C1=CC=C(N(C2=CC=C(C=C2)[Si](C2=CC=CC=C2)(C2=CC=CC=C2)C2=CC=CC=C2)C2=CC=C(C=C2)B2OC(C(O2)(C)C)(C)C)C=C1 4-(naphthalen-2-yl)-N-[4-(4,4,5,5-tetramethyl-1,3,2-dioxaborolan-2-yl)phenyl]-N-[4-(triphenylsilyl)phenyl]aniline